2-chloro-5-(difluoromethoxy)-4-((4-(5-methyl-3-(trifluoromethyl)-1H-pyrazol-1-yl)benzyl)oxy)pyrimidine ClC1=NC=C(C(=N1)OCC1=CC=C(C=C1)N1N=C(C=C1C)C(F)(F)F)OC(F)F